1,1,1-Tris(diphenyl-phosphinomethyl)ethane Benzyl-2-methyl-(S)-pyrrolidine-1,2-dicarboxylate C(C1=CC=CC=C1)OC(=O)N1[C@@](CCC1)(C(=O)O)C.C1(=CC=CC=C1)C(C(C)(C(P)(C1=CC=CC=C1)C1=CC=CC=C1)C(P)(C1=CC=CC=C1)C1=CC=CC=C1)(P)C1=CC=CC=C1